2-(2,3-dihydrobenzofuran-4-yl)-4,4,5,5-tetramethyl-1,3,2-dioxaborolane O1CCC2=C1C=CC=C2B2OC(C(O2)(C)C)(C)C